C1(CC1)C1=CN=C2C(=N1)N(N=C2N)C2CC1CCC(C2)O1 endo-6-cyclopropyl-1-(8-oxabicyclo[3.2.1]octan-3-yl)-1H-pyrazolo[3,4-b]pyrazin-3-amine